(4-(2-chlorophenyl)thiazol-2-yl)-N-methyl-5-morpholinopicolinamide ClC1=C(C=CC=C1)C=1N=C(SC1)C=1C(=NC=C(C1)N1CCOCC1)C(=O)NC